1-azabicyclo[5.4.0]undec-3-en N12CC=CCCC2CCCC1